1,1'-bis(tert-butylperoxy)-3,3,5-trimethyl-cyclohexane C(C)(C)(C)OOC1CC(CC(C1)C)(COOC(C)(C)C)C